C(C)(C)(C)OC(N(C1=NC(=NC=C1OC)C1COC1)C(=O)OC(C)(C)C)=O (tert-Butoxycarbonyl)-N-[5-methoxy-2-(oxetan-3-yl)pyrimidin-4-yl]carbamic acid tert-butyl ester